tert-butyl (6-(4-((5-chloro-6-(2H-1,2,3-triazol-2-yl)pyridin-3-yl)carbamoyl)-5-(trifluoromethyl)-1H-pyrazol-1-yl)-3-fluoro-5-methylpyridin-2-yl)carbamate ClC=1C=C(C=NC1N1N=CC=N1)NC(=O)C=1C=NN(C1C(F)(F)F)C1=C(C=C(C(=N1)NC(OC(C)(C)C)=O)F)C